4-(6-chloro-4-{3,8-diazabicyclo[3.2.1]oct-3-yl}-8-fluoro-2-{[2-(methoxymethyl)-1-methylpyrrolidin-2-yl]methoxy}quinazolin-7-yl)naphthalen-2-ol ClC=1C=C2C(=NC(=NC2=C(C1C1=CC(=CC2=CC=CC=C12)O)F)OCC1(N(CCC1)C)COC)N1CC2CCC(C1)N2